(S)-3-(3,5-dichlorophenyl)-4,4,4-trifluoro-3-hydroxybutyraldehyde ClC=1C=C(C=C(C1)Cl)[C@@](CC=O)(C(F)(F)F)O